O=C(OCOCN(C)C)N(CC1=CC=C(C=C1)OC)CC1=CC=C(C=C1)OC 5-oxo-7-(4-methoxyphenyl)-6-(4-methoxybenzyl)-2,4-dioxa-6-aza-heptanyl-N,N-dimethylamine